ClC1=CC=C(C=C1)N1CC(CCC1)N 1-(4-chlorophenyl)piperidin-3-amine